[Si](C)(C)(C(C)(C)C)OCCC1=NC(=C(C(=N1)N1CCOCC1)OC)Cl 4-(2-{2-[(tert-butyldimethylsilyl)oxy]ethyl}-6-chloro-5-methoxypyrimidin-4-yl)morpholine